[Si](C)(C)(C(C)(C)C)OCC1N(CCCC1=O)C(=O)OC(C)(C)C Tert-butyl 2-(((tert-butyldimethylsilyl) oxy) methyl)-3-oxopiperidine-1-carboxylate